CCC(C)(POC1=CC=CC=C1)C dimethyl-phenoxyisopropyl-phosphine